ClC1=C(C=C(C=C1)C1=C(N[C@H](C)C=2C=C(C=C3C(C(=C(OC23)N2CCC(CC2)(C)C)C)=O)C)C=CC=C1)CCO 8-[(1R)-1-[2-[4-chloro-3-(2-hydroxyethyl)phenyl]anilino]ethyl]-2-(4,4-dimethyl-1-piperidyl)-3,6-dimethyl-chromen-4-one